(R)-6-bromo-2-chloro-N-(1-(3-(difluoromethyl)-2-fluorophenyl)ethyl)quinazolin-4-amine BrC=1C=C2C(=NC(=NC2=CC1)Cl)N[C@H](C)C1=C(C(=CC=C1)C(F)F)F